CN1N=C(C=C1)CNC(=O)C1=C(C2=C(CC3(C4=CN(N=C24)CC2=NC=CC=C2)CCC3)O1)C(F)(F)F N-[(1-Methyl-1H-pyrazol-3-yl)methyl]-2'-(pyridin-2-ylmethyl)-8'-(trifluoromethyl)-2',5'-dihydrospiro[cyclobutan-1,4'-furo[2,3-g]indazol]-7'-carboxamid